{3-[(3,3-difluorocyclobutyl)oxy][1,4'-bipiperidine]-1'-yl}-N-[(3,5-difluoropyridin-2-yl)methyl]-1,3-thiazole-5-carboxamide FC1(CC(C1)OC1CN(CCC1)C1CCN(CC1)C=1SC(=CN1)C(=O)NCC1=NC=C(C=C1F)F)F